BrC1=CC2=C(SC(=C2C)C(=O)OC)C=C1 methyl 5-bromo-3-methylbenzo[b]thiophene-2-carboxylate